3-methyl-5-(5-(3,4,5-trichlorophenyl)-5-(trifluoromethyl)-4,5-dihydroisoxazol-3-yl)picolinic acid CC=1C(=NC=C(C1)C1=NOC(C1)(C(F)(F)F)C1=CC(=C(C(=C1)Cl)Cl)Cl)C(=O)O